O[C@H](COC=1C=C(C=2N(C1)N=CC2C#N)C=2C=NC(=CC2)N2CC1N(C(C2)C1)CC1=NC=C(N=C1)OC)C 6-((S)-2-hydroxypropoxy)-4-(6-(6-((5-methoxypyrazin-2-yl)methyl)-3,6-diazabicyclo[3.1.1]hept-3-yl)pyridin-3-yl)pyrazolo[1,5-a]pyridine-3-carbonitrile